(2r,3s,4r,5r)-2-(((2-amino-3-bromoquinolin-7-yl)oxy)methyl)-5-(4-amino-7H-pyrrolo[2,3-d]pyrimidin-7-yl)-3-ethynyl-tetrahydrofuran-3,4-diol NC1=NC2=CC(=CC=C2C=C1Br)OC[C@H]1O[C@H]([C@@H]([C@@]1(O)C#C)O)N1C=CC2=C1N=CN=C2N